1-(4-(1,3-dimethyl-1H-pyrazol-5-yl)-5-(isopropylthio)thiazol-2-yl)-4-(3-fluorophenyl)-3-methyl-1H-pyrazole-5-carboxylic acid CN1N=C(C=C1C=1N=C(SC1SC(C)C)N1N=C(C(=C1C(=O)O)C1=CC(=CC=C1)F)C)C